4-(5-methyl-[1,3]oxazolo[4,5-b]pyridin-2-yl)piperazin CC1=CC=C2C(=N1)N=C(O2)N2CCNCC2